CC=1N=C2N(C=C(C=C2C#N)C2=CC3=C(C=N2)N=C(S3)NC3CC(N(C(C3)(C)C)C)(C)C)C1 2-Methyl-6-{2-[(1,2,2,6,6-pentamethylpiperidin-4-yl)amino][1,3]thiazolo[4,5-c]pyridin-6-yl}imidazo[1,2-a]pyridin-8-carbonitril